(1r,4r)-N-(2-(2-(dimethylamino)ethoxy)ethyl)-4-(4-nitrophenyl)cyclohexane-1-carboxamide CN(CCOCCNC(=O)C1CCC(CC1)C1=CC=C(C=C1)[N+](=O)[O-])C